2-butyl-1-(4-((methylamino)methyl)benzyl)-1H-imidazo[4,5-d]thieno[3,2-b]pyridin-4-amine C(CCC)C1=NC=2C(=C3C(=NC2N)C=CS3)N1CC1=CC=C(C=C1)CNC